6-[6-cyclopropyl-4-[4-fluoro-2-(3-fluorocyclobutanecarbonyl)phenyl]pyridin-2-yl]-2-(hydroxymethyl)-7-oxo-4-(trifluoromethyl)-1H-pyrrolo[2,3-c]pyridine-3-carbonitrile C1(CC1)C1=CC(=CC(=N1)N1C(C2=C(C(=C1)C(F)(F)F)C(=C(N2)CO)C#N)=O)C2=C(C=C(C=C2)F)C(=O)C2CC(C2)F